(2E)-1,1,1,4,4,4-hexafluoro-2-butene FC(\C=C\C(F)(F)F)(F)F